Br\C(\COC(CCCCC)=O)=C(/COC(CBr)=O)\Br.OCCC1N(CCNC1)CCS(=O)(=O)O (2-hydroxyethyl)-1-piperazineethanesulfonic acid (2E)-2,3-dibromo-4-[(bromoacetyl)oxy]but-2-en-1-yl-hexanoate